1-[Bis(dimethylamino)methylen]-1H-1,2,3-triazolo[4,5-b]pyridinium CN(C)C(=[N+]1N=NC2=NC=CC=C21)N(C)C